COC1NC(C2=CC=CC=C12)=O 3-methoxy-2,3-dihydro-1H-isoindol-1-one